3-fluoro-2-pyridyl-1,3-dihydro-1,4-benzodiazepine-2-thione FC=1C(=NC=CC1)N1C(CN=CC2=C1C=CC=C2)=S